N1CCNCCNCC1 1,4,7-triazacyclononan